C(C(C)N)N propane-1,2-diamine